C(C=C)(=O)O.C(C)NS(=O)(=O)C(C(C(C(C(C(C(C(F)(F)F)(F)F)(F)F)(F)F)(F)F)(F)F)(F)F)(F)F N-ethyl-perfluorooctyl-sulfonamide acrylate